NC=1C=C(C=CC1)N1C2=C(C(C3=CC(=CC=C13)F)=O)C1=CC3=C(C(N1C2)=O)COC([C@]3(O)CC)=O (S)-11-(3-aminophenyl)-4-ethyl-8-fluoro-4-hydroxy-1H-pyrano[3',4':6,7]indolizino[2,1-b]quinoline-3,6,14(4H,11H,12H)-trione